methyl (2S)-2-[[2-[(2R)-1-[(2,3-difluorophenyl)methyl]-5-oxopyrrolidin-2-yl]acetyl]amino]-3-(1H-imidazole-4-yl)propionate FC1=C(C=CC=C1F)CN1[C@H](CCC1=O)CC(=O)N[C@H](C(=O)OC)CC=1N=CNC1